C(C)OC(=O)C1=CC=CS1 5-(ethoxycarbonyl)thiophen